9,10,13-trihydroxyoctadecenoic acid CCCCCC(CCC(C(CCCCC/C=C/C(=O)O)O)O)O